CC1=NC(=CC(=N1)NC1=NN2C(C=C(C=C2)C2=C(C=NN2C)OC[C@@H]2N(CC2)C)=C1)C (R)-N-(2,6-dimethylpyrimidin-4-yl)-5-(1-methyl-4-((1-methylazetidin-2-yl)methoxy)-1H-pyrazol-5-yl)pyrazolo[1,5-a]pyridin-2-amine